C(C1=CC=CC=C1)OC=1C=CC2=C(C(=C(O2)C)C(=O)O)C1C 5-(benzyloxy)-2,4-dimethylbenzofuran-3-carboxylic acid